(3-chlorophenyl)-N-methyl-[1,2,4]triazolo[4,3-a]quinazolin-5-amine ClC=1C=C(C=CC1)C1=NN=C2N1C1=CC=CC=C1C(=N2)NC